ClC=1C=CC=2N(N1)C(=CN2)C=2SC=C(N2)C(F)(F)F 2-(6-chloroimidazo[1,2-b]pyridazin-3-yl)-4-(trifluoromethyl)thiazole